COC(C(F)(F)C1=C(C=CC=C1OC)Cl)=O 2-(2-chloro-6-methoxy-phenyl)-2,2-difluoro-acetic acid methyl ester